7-fluoro-5-(5-(((5-fluoro-2,3-dihydrobenzofuran-4-yl)methyl)amino)-[1,2,4]triazolo[4,3-c]pyrimidin-8-yl)benzo[b]thiophene 1,1-dioxide FC1=CC(=CC2=C1S(C=C2)(=O)=O)C=2C=1N(C(=NC2)NCC2=C(C=CC3=C2CCO3)F)C=NN1